NCC(=O)N1CCN(CC1)C(=O)N1C(=NC(C1C1=CC=C(C=C1)Cl)C1=CC=C(C=C1)Cl)C1=C(C=C(C=C1)C(C)(C)C)OCC 2-amino-1-(4-(2-(4-(tert-butyl)-2-ethoxyphenyl)-4,5-bis(4-chlorophenyl)-4,5-dihydro-1H-imidazole-1-carbonyl)piperazin-1-yl)ethan-1-one